4-(cyclobutylmethyl)-1,7-bis(2-fluorophenyl)hept-1,6-diene-3,5-dione C1(CCC1)CC(C(C=CC1=C(C=CC=C1)F)=O)C(C=CC1=C(C=CC=C1)F)=O